2-Hydroxyethylsulfonamide OCCS(=O)(=O)N